TRIS[hydroxymethyl]-aminomethane OCC(N)(CO)CO